N-[3-(acetylmercapto)-(2S)-methylpropanoyl]-L-proline C(C)(=O)SC[C@H](C(=O)N1[C@@H](CCC1)C(=O)O)C